(2,5-dimethyl-4-{[3-(pentafluoroethoxy)phenyl]sulfanyl}-phenyl)-N-ethyl-N-methylimidoformamide CC1=C(C=C(C(=C1)SC1=CC(=CC=C1)OC(C(F)(F)F)(F)F)C)C(N(C)CC)=N